FC1=C(C(=O)NC=2C=CC=3N(C2)C=C(N3)[C@@H]3N(CCC3)C)C=CC(=C1)C1=CN=CS1 |o1:15| rel-2-fluoro-N-{2-[(2R)-1-methylpyrrolidin-2-yl]imidazo[1,2-a]pyridin-6-yl}-4-(1,3-thiazol-5-yl)benzamide